4-(((benzyloxy)carbonyl)amino)pyrrolidine-1,3-dicarboxylic acid (3RS,4SR)-1-tert-butyl 3-ethyl ester C(C)OC(=O)C1CN(CC1NC(=O)OCC1=CC=CC=C1)C(=O)OC(C)(C)C